N-(4-(pyrrolidin-1-yl)benzyl)oxazol-2-amine N1(CCCC1)C1=CC=C(CNC=2OC=CN2)C=C1